C(=O)OC=C.C(=O)OC vinyl methyl diformate